2-[1-[2-(4,4-Dimethyl-1-piperidyl)-3-isoxazol-4-yl-6-methyl-4-oxo-chromen-8-yl]ethylamino]benzoic acid CC1(CCN(CC1)C=1OC2=C(C=C(C=C2C(C1C=1C=NOC1)=O)C)C(C)NC1=C(C(=O)O)C=CC=C1)C